tert-butyl 4-[2-[5-(1,3-dioxoisoindolin-2-yl)pentoxy]ethoxy]piperidine-1-carboxylate O=C1N(C(C2=CC=CC=C12)=O)CCCCCOCCOC1CCN(CC1)C(=O)OC(C)(C)C